C(C)(C)(C)N1N=C(C=C1NC1N(C(C2=CC=CC=C12)=O)CC1=CC=C(C=C1)OC)[C@@H]1C[C@@H](CC1)O ({1-tert-butyl-3-[(1S,3R)-3-hydroxycyclopentyl]-1H-pyrazol-5-yl}amino)-2-[(4-methoxyphenyl)methyl]-2,3-dihydro-1H-isoindol-1-one